2-(2-naphthyl)-3-tertiary butyl-1H-indole C1=C(C=CC2=CC=CC=C12)C=1NC2=CC=CC=C2C1C(C)(C)C